tert-butyl N-(5-bromo-7-chloro-1-methyl-benzimidazol-2-yl)carbamate BrC1=CC2=C(N(C(=N2)NC(OC(C)(C)C)=O)C)C(=C1)Cl